(5-fluoro-1H-indol-3-yl)-2-oxoacetyl chloride FC=1C=C2C(=CNC2=CC1)C(C(=O)Cl)=O